trans-3-(Butylamino)-5-(4-hydroxycyclohexyl)-8-(piperazin-1-yl)pyrimido[4,5-c]isoquinolin-6(5H)-one C(CCC)NC=1N=CC2=C(N(C(C=3C=C(C=CC23)N2CCNCC2)=O)[C@@H]2CC[C@H](CC2)O)N1